5-(4-((4-(4-amino-3-(4-phenoxyphenyl)-1H-pyrazolo[3,4-d]pyrimidin-1-yl)-3-fluorocyclohexyl)methyl)piperazin-1-yl)-2-(2,6-dioxopiperidin-3-yl)isoindoline-1,3-dione NC1=C2C(=NC=N1)N(N=C2C2=CC=C(C=C2)OC2=CC=CC=C2)C2C(CC(CC2)CN2CCN(CC2)C=2C=C1C(N(C(C1=CC2)=O)C2C(NC(CC2)=O)=O)=O)F